NC(C(C1=CC=CC=C1)SC1=C(C(=C(C(=N1)N1CCC(CC1)(O)CNC(OC(C)(C)C)=O)C#N)CC)C#N)=O tert-Butyl ((1-(6-((2-amino-2-oxo-1-phenylethyl)thio)-3,5-dicyano-4-ethylpyridin-2-yl)-4-hydroxypiperidin-4-yl)methyl)carbamate